trans-2-(difluoromethyl)cyclopropylamine hydrochloride Cl.FC([C@H]1[C@@H](C1)N)F